FC(C=1C=C(C=NC1C#N)C=1C=C(SC1)C=O)(F)F 4-(5-trifluoromethyl-6-cyanopyridin-3-yl)-thiophene-2-carbaldehyde